2-(difluoromethoxy)-4-(4-(2,2,2-trifluoroethyl)piperazin-1-yl)aniline FC(OC1=C(N)C=CC(=C1)N1CCN(CC1)CC(F)(F)F)F